COC(CC1=C(C=C(C=C1)N)C)=O 2-(4-amino-2-methylphenyl)acetic acid methyl ester